5,8,8-trimethyl-5-phenyl-5,8,9,10-tetrahydrobenzo[b][1,8]naphthyridin-6(7H)-one CC1(C2=C(NC=3N=CC=CC13)CC(CC2=O)(C)C)C2=CC=CC=C2